CC1=CC2=C(C(=C1)O)C(=O)C3=C(C2=O)C=C(C=C3[O-])O The molecule is a phenolate anion that is the conjugate base of emodin, obtained by deprotonation of the phenolic hydroxy group at position 2; major species at pH 7.3 (according to Marvin v 6.2.0.). It has a role as an antineoplastic agent, a laxative, a tyrosine kinase inhibitor and a plant metabolite. It is a conjugate base of an emodin.